(S)-N-(4-Methyl-5-oxo-5,6,7,8-tetrahydro-4H-pyrazolo[1,5-a][1,3]diazepin-6-yl)-7-(trifluoromethyl)imidazo[1,5-a]pyridin-1-carboxamid CN1C=2N(CC[C@@H](C1=O)NC(=O)C=1N=CN3C1C=C(C=C3)C(F)(F)F)N=CC2